(2-(methoxycarbonyl)phenyl)boronic acid COC(=O)C1=C(C=CC=C1)B(O)O